4-(Difluoromethyl)-2-methoxybenzonitrile FC(C1=CC(=C(C#N)C=C1)OC)F